(R)-3-((2-(5-(2-(diisopropylcarbamoyl)-4-fluorophenoxy)pyrimidin-4-yl)-2,7-diazaspiro[3.5]nonan-7-yl)methyl)pyrrolidine-1-carboxylic acid tert-butyl ester C(C)(C)(C)OC(=O)N1C[C@H](CC1)CN1CCC2(CN(C2)C2=NC=NC=C2OC2=C(C=C(C=C2)F)C(N(C(C)C)C(C)C)=O)CC1